ClC=1C=NC(=NC1)O[C@@H]1C[C@@H]2CN([C@H]1C2)C(=O)C2=NC(=CC=C2C2=NC=CC=N2)C ((1S,4R,6R)-6-((5-chloropyrimidin-2-yl)oxy)-2-azabicyclo[2.2.1]heptan-2-yl)(6-methyl-3-(pyrimidin-2-yl)pyridin-2-yl)methanone